(S)-1-(3-(1-(2,2-difluorobenzo[d][1,3]dioxol-5-yl)ethoxy)phenyl)-3-(trifluoromethyl)-1,4,5,6-tetrahydro-7H-pyrazolo[3,4-b]pyridine-7-carboxylic acid trichloromethyl ester ClC(Cl)(Cl)OC(=O)N1C2=C(CCC1)C(=NN2C2=CC(=CC=C2)O[C@@H](C)C2=CC1=C(OC(O1)(F)F)C=C2)C(F)(F)F